O1NC(=CC=C1)CCS(=O)(=O)O oxazineethanesulfonic acid